rac-(1r,2r)-2-(1-methyl-1H-pyrazol-5-yl)cyclopropen-1-amine CN1N=CC=C1C1=C(C1)N